C(C)(C)(CC)Cl tert-pentyl chloride